C(CCCCCCCCCCCCC)(=O)OC[C@@H](OC(CCCCCCCCCCCCC)=O)COP(=O)(O)OCCN 1,2-dimyristoylsn-glycero-3-phosphoethanolamine